N1=C(C=CC=C1)CC(=O)NC1=NN=C(S1)CCCCN1N=NC(=C1)C(=O)NCC1=CC(=CC=C1)OC(F)(F)F 1-(4-{5-[2-(pyridin-2-yl)acetamido]-1,3,4-thiadiazol-2-yl}butyl)-N-{[3-(trifluoromethoxy)phenyl]methyl}-1H-1,2,3-triazole-4-carboxamide